FC=1C=C(C=C(C1)F)[C@@H]1CC[C@H]2OC3(C(N21)=O)CC(C3)OC=3C=C(C#N)C(=CN3)F 2-(((5'S,7a'R)-5'-(3,5-difluorophenyl)-3'-oxotetrahydro-3'H-spiro[cyclobutane-1,2'-pyrrolo[2,1-b]oxazol]-3-yl)oxy)-5-fluoroisonicotinonitrile